(S)-N-(1-amino-3-hydroxy-2-methyl-1-oxopropan-2-yl)-5-((4-fluoro-1-methyl-1H-pyrazol-5-yl)methoxy)-2-methylbenzofuran-3-carboxamide NC([C@@](CO)(C)NC(=O)C1=C(OC2=C1C=C(C=C2)OCC2=C(C=NN2C)F)C)=O